3-({[2-amino-5-(trifluoromethoxy)phenyl]aminomethylthio}amino)-N-methyl-3-[3-(trifluoromethyl)phenyl]propanamide NC1=C(C=C(C=C1)OC(F)(F)F)NCSNC(CC(=O)NC)C1=CC(=CC=C1)C(F)(F)F